azapyridol N1=C(N=CC=C1)O